[Cl-].[Cl-].C[Ti](OC1=C(C=CC=C1)C1=CC=CC=C1)(C)(C)(C)C pentamethyl-(2-phenylphenoxy)-titanium dichloride